1-chloro-6,7-diethoxyisoquinoline ClC1=NC=CC2=CC(=C(C=C12)OCC)OCC